4-(2-((R)-2-(2-isopropylphenyl)-4-(4-methoxybenzyl)piperazin-1-yl)-7-azaspiro[3.5]non-7-yl)benzamide C(C)(C)C1=C(C=CC=C1)[C@H]1N(CCN(C1)CC1=CC=C(C=C1)OC)C1CC2(C1)CCN(CC2)C2=CC=C(C(=O)N)C=C2